6-bromo-5-isopropoxybenzo[d]thiazol-2-amine BrC1=CC2=C(N=C(S2)N)C=C1OC(C)C